ClC=1C=CC2=C([C@H]3N(CC[C@@H]2C3)C(=O)OCC3=CC=CC=C3)C1 Benzyl (1S,5R)-8-chloro-1,3,4,5-tetrahydro-2H-1,5-methanobenzo[c]azepine-2-carboxylate